S(O)(=O)(=O)OCC[N+](C)(C)C Choline bisulfate